FC1=CC(=C(OC=2C=NC=NC2)C=C1)C1=NC=NN1C(C)C 5-{4-fluoro-2-[1-(propan-2-yl)-1H-1,2,4-triazol-5-yl]phenoxy}pyrimidine